N1CCC(CC1)C1=C(C=O)C=CC(=C1)C(F)(F)F 2-(piperidin-4-yl)-4-(trifluoromethyl)benzaldehyde